C(C)OC(=O)C1=CC2=C(N=C(S2)C(C)(C)O)C=C1 2-(2-hydroxy-prop-2-yl)benzothiazole-6-carboxylic acid ethyl ester